N1,N1'-(1,3-phenylenebis(methylene))bis(N3-(3-((cyclohexylmethyl)amino)-propyl)propane-1,3-diamine) hydrochloride salt Cl.C1(=CC(=CC=C1)CNCCCNCCCNCC1CCCCC1)CNCCCNCCCNCC1CCCCC1